OC(C(=O)C=1N=C2N(N1)[C@H](C[C@H]2F)C2=CC=CC=C2)(C)C |r| 2-hydroxy-2-methyl-1-[rac-(5r,7r)-7-fluoro-5-phenyl-6,7-dihydro-5H-pyrrolo[1,2-b][1,2,4]triazol-2-yl]propan-1-one